N-(3-(trifluoromethyl)phenyl)thiophene-2-carboxamide FC(C=1C=C(C=CC1)NC(=O)C=1SC=CC1)(F)F